CN(C1(CCC2(CN(C(N2)=O)C=2C=NC(=NC2)N2C=CC=3C2=NC=CC3)CC1)C1=CC=CC=C1)C cis-8-dimethylamino-8-phenyl-3-[2-(1H-pyrrolo[2,3-b]pyridin-1-yl)-pyrimidin-5-yl]-1,3-diazaspiro[4.5]decan-2-one